ClCCCS(=O)(=O)N1CCC(CC1)C=1C=CC=2N(C1)C(=C(N2)CC)N(C=2SC=C(N2)C2=CC=C(C=C2)F)C N-(6-(1-(3-chloropropylsulfonyl)piperidin-4-yl)-2-ethylimidazo[1,2-a]pyridin-3-yl)-4-(4-fluorophenyl)-N-methylthiazol-2-amine